N-Isopropyl-N'-phenyl-1,4-phenylenediamine CC(C)NC1=CC=C(C=C1)NC2=CC=CC=C2